C(CC)[Si](O[Si](O[Si](O[Si](C)(C)C)(C)C)(C)CCC)(C)C 1,3-dipropyl-1,1,3,5,5,7,7,7-octamethyltetrasiloxane